((1R,3R)-3-Hydroxycyclohexyl)-2'-(piperidin-4-ylamino)spiro[cyclopropane-1,5'-pyrrolo[2,3-d]pyrimidin]-6'(7'H)-one O[C@H]1C[C@@H](CCC1)C=1C2=C(N=C(N1)NC1CCNCC1)NC(C21CC1)=O